FC=1C=2N(C=C(C1)C=1C(=CN3N=C(N=C(C31)OC)NC3CCC1(CC1)CC3)F)C(=CN2)C(=O)NC 8-Fluoro-6-(6-fluoro-4-methoxy-2-(spiro[2.5]oct-6-ylamino)pyrrolo[2,1-f][1,2,4]triazin-5-yl)-N-methylimidazo[1,2-a]pyridine-3-carboxamide